Cl.N1=NN(C2=NC=CC=C21)C2=CC(=C(C(=O)N([C@H]1CNCCC1)C1=NC=CC3=CC=C(C=C13)Br)C=C2)F (R)-4-(3H-[1,2,3]triazolo[4,5-b]pyridin-3-yl)-N-(7-bromoisoquinolin-1-yl)-2-fluoro-N-(piperidin-3-yl)benzamide hydrochloride salt